Cl.C1(CCCCC1)CCNCC1=C(C=CC=C1)C1CC1 2-cyclohexyl-N-(2-cyclopropylbenzyl)ethanamine hydrochloride